ClC1=CC2=C(N=N1)NC(=C2I)C2CN(C2)C(=O)O 3-{3-chloro-5-iodo-7H-pyrrolo[2,3-c]Pyridazin-6-yl}azetidine-1-carboxylic acid